ClC1=C(N=C(C=2N1N=C(N2)C(C)C)C2=CC=CC=C2)N 5-chloro-8-phenyl-2-propan-2-yl-[1,2,4]triazolo[1,5-a]pyrazin-6-amine